CC12OCCC1C1(CCCC(C1CC2)(C)C)C 3a,6,6,9a-Tetramethyldodecahydronaphtho[2,1-b]furane